4-(2-(cyclopentanesulfonamido)pyrimidin-4-yl)-N-(5-(6-ethoxypyrazin-2-yl)pyridin-2-yl)tetrahydro-2H-pyran-4-carboxamide C1(CCCC1)S(=O)(=O)NC1=NC=CC(=N1)C1(CCOCC1)C(=O)NC1=NC=C(C=C1)C1=NC(=CN=C1)OCC